CN1CCN(CC1)C1=CC=C(C=C1)C=1C=C2C(=NC1)NN=C2C2=CC=C(C#N)C=C2 4-(5-(4-(4-methylpiperazin-1-yl)phenyl)-1H-pyrazolo[3,4-b]pyridin-3-yl)benzonitrile